(4R,5S)-4-Amino-5-hydroxy-hexanoic acid N[C@H](CCC(=O)O)[C@H](C)O